pyrrolidin-1-yl(2-(5-(trifluoromethyl)-1,2,4-oxadiazol-3-yl)-4,7-dihydrothieno[2,3-c]pyridin-6(5H)-yl)methanone N1(CCCC1)C(=O)N1CC2=C(CC1)C=C(S2)C2=NOC(=N2)C(F)(F)F